(±)-N-(3-(4-(1-(1H-tetrazol-5-yl)ethyl)phenyl)tetrahydrofuran-3-yl)-4,5-dichloro-1-methyl-1H-indole-2-carboxamide N1N=NN=C1C(C)C1=CC=C(C=C1)C1(COCC1)NC(=O)C=1N(C2=CC=C(C(=C2C1)Cl)Cl)C